N1CC(C1)CN1C(C2=CC=3CN(C(C3C=C2C1)=O)C1C(NC(CC1)=O)=O)=O 2-(azetidin-3-ylmethyl)-6-(2,6-dioxopiperidin-3-yl)-2,3,6,7-tetrahydropyrrolo[3,4-f]isoindole-1,5-dione